oleoyl-phosphorylcholine C(CCCCCCC\C=C/CCCCCCCC)(=O)P(=O)=C(O)C[N+](C)(C)C